FC1=C(COC2=CC=CC(=N2)N2C[C@@H](N(CC2)C(=O)OC(C)(C)C)C)C=CC(=C1)C(N(C)OC)=O tert-butyl (S)-4-(6-((2-fluoro-4-(methoxy(methyl)-carbamoyl)benzyl)oxy)pyridin-2-yl)-2-methylpiperazine-1-carboxylate